9H-[3,9']bicarbazole C1=CC(=CC=2C3=CC=CC=C3NC12)N1C2=CC=CC=C2C=2C=CC=CC12